OC=1C=C(C2=CC=CC=C2C1)N1CC=2N=C(N=C(C2CC1)N1CCN(CC1)C(=O)[O-])OCCCN1CCOCC1 4-[7-(3-hydroxy-1-naphthyl)-2-(3-morpholinopropoxy)-6,8-dihydro-5H-pyrido[3,4-d]pyrimidin-4-yl]piperazine-1-carboxylate